FC1=C(C(=O)NC2CNCC2)C(=CC(=C1)F)NC1=C(C=C(C=C1)I)F 2,4-difluoro-6-((2-fluoro-4-iodophenyl)amino)-N-(pyrrolidin-3-yl)benzamide